F[C@@H]1[C@@H](C1)C(=O)NC1=NC=NC(=C1)N1C(=NC=C1)NC=1C=NC(=CC1C)C(CC)O (1S,2S)-2-fluoro-N-{6-[2-({6-[1-hydroxypropyl]-4-methylpyridin-3-yl}amino)imidazol-1-yl]pyrimidin-4-yl}cyclopropane-1-carboxamide